5-(2-methylpropionyl)-7-(trimethylsilylethoxymethyl)-7H-pyrrolo[2,3-d]pyrimidine CC(C(=O)C1=CN(C=2N=CN=CC21)COCC[Si](C)(C)C)C